BrC=1C=C2C(C=COC2=C(C1)Br)=O 6,8-di-bromo-chromone